IC=1C=C(C(=O)N(C2=NC=CC3=CC=CC(=C23)C)[C@H]2CN(CCC2)C(=O)OC(C)(C)C)C=CC1 tert-butyl (R)-3-(3-iodo-N-(8-methylisoquinolin-1-yl)benzamido)piperidine-1-carboxylate